3-ethyl-1-isopropyl-5H,7H-pyrazolo[3,4-d]pyrimidine-4,6-dione C(C)C1=NN(C=2NC(NC(C21)=O)=O)C(C)C